C1(=CC(=CC(=C1)C1=CC=C(C(=O)O)C=C1)C1=CC=C(C(=O)O)C=C1)C1=CC=C(C(=O)O)C=C1.NC1CC(C(C1)F)F 1-AMINO-3,4-DIFLUORoCYCLOPENTAN 4,4',4''-benzene-1,3,5-triyl-tribenzoate